2,6-dimethyl-4-chlorostyrene tert-butyl-(2-(5-methoxy-1H-pyrrolo[3,2-b]pyridin-3-yl)ethyl)carbamate C(C)(C)(C)N(C(O)=O)CCC1=CNC=2C1=NC(=CC2)OC.CC2=C(C=C)C(=CC(=C2)Cl)C